COCCN(CC(=O)OCC)C(CNC(\C=C\C1=CC=C(C=C1)C(F)(F)F)=O)=O ethyl 2-[2-methoxyethyl-[2-[[(E)-3-[4-(trifluoromethyl) phenyl]prop-2-enoyl]amino]acetyl]amino]acetate